N-(3-(4-iodophenyl)isoxazol-5-yl)-1-methyl-6-oxo-1,6-dihydropyridine-3-carboxamide IC1=CC=C(C=C1)C1=NOC(=C1)NC(=O)C1=CN(C(C=C1)=O)C